[Cl-].[Cl-].C(=O)(O)C=1C(=C(C=CC1)C=1C=NC=C(C1C1=CC=NC=C1)C1=C(C(=CC=C1)C(=O)O)C(=O)O)C(=O)O 3,5-bis(dicarboxyphenyl)-4,4'-bipyridyl dichloride